NC1=C(C=C(OC2=CC=NC3=C2OCC(N3)=O)C=C1)C(F)(F)F 8-[4-amino-3-(trifluoromethyl)phenoxy]-4H-pyrido[3,2-b][1,4]oxazin-3-one